2-(3,3-difluorocyclobutyl)cyclopropane-1-carboxylic acid FC1(CC(C1)C1C(C1)C(=O)O)F